1,3-dimethyl-3-iodobenzene CC=1CC(C=CC1)(I)C